ClC=1N=NC=C2C1N=CC=C2 8-chloropyrido[2,3-d]pyridazine